C(C)(C)(C)C1=CC(=C(C=C1)C=1C=C2CCN(C(C2=CC1)=O)C=1C=CC(=C(C1)NS(=O)(=O)C)O)C=1C=NNC1 N-(5-(6-(4-(tert-butyl)-2-(1H-pyrazol-4-yl)phenyl)-1-oxo-3,4-dihydroisoquinolin-2(1H)-yl)-2-hydroxyphenyl)methanesulfonamide